ClC1=C2C=NN(C2=C(C=C1)C(=O)NC1CC2(CCC2)C1)[C@@H](C)C1=CC=C(C=C1OC)C1=CC(=CC=C1)C#N (Sa)-6-(4-Chloro-1-((S)-1-(3'-cyano-5-methoxy-[1,1'-biphenyl]-4-yl)ethyl)-1H-indazol-7-carboxamido)spiro[3.3]heptan